BrC=1C=C(O[C@@H]([C@H](CO)NC(OC(C)(C)C)=O)C)C=CC1 tert-butyl N-[(2S,3R)-3-(3-bromophenoxy)-1-hydroxybutan-2-yl]carbamate